ethyl 3-{2-[(3-{[(5-methylfuran-2-yl)methyl]carbamoyl}phenyl)amino]pyrimidin-5-yl}benzoate CC1=CC=C(O1)CNC(=O)C=1C=C(C=CC1)NC1=NC=C(C=N1)C=1C=C(C(=O)OCC)C=CC1